N1=C(C=CC2=CC=CN=C12)/C=C/C1CN(C1)C(=O)N[C@@H](CC(=O)O)C=1C=NC(=CC1)OC (S,E)-3-(3-(2-(1,8-Naphthyridin-2-yl)vinyl)azetidine-1-carboxamido)-3-(6-methoxypyridin-3-yl)propanoic acid